2,5-dihydroxybenzonitrile OC1=C(C#N)C=C(C=C1)O